CC=1N=C2N(C=C(C=C2C)C(NC2=C(C=C(C=N2)N2C[C@@H](N(CC2)C(=O)OC(C)(C)C)C)C)=N)C1 tert-butyl (S)-4-(6-(2,8-dimethylimidazo[1,2-a]pyridine-6-carboximidamido)-5-methylpyridin-3-yl)-2-methylpiperazine-1-carboxylate